methyl (7-(butylamino)-3-fluoro-1H-pyrazolo[4,3-d]pyrimidin-5-yl)carbamate C(CCC)NC=1C2=C(N=C(N1)NC(OC)=O)C(=NN2)F